(5-benzylpyridin-2-yl)-1-methyl-6-oxo-1,4,5,6-tetrahydropyridazine-3-carboxamide C(C1=CC=CC=C1)C=1C=CC(=NC1)C1C(=NN(C(C1)=O)C)C(=O)N